C(N)(=O)C=1N=C(SC1)SCC(=O)NC[C@H]1CN(CCO1)CC1=CC(=C(C=C1)Cl)Cl (2S)-(4-carbamoylthiazol-2-ylthio)-N-{[4-(3,4-dichlorobenzyl)morpholin-2-yl]methyl}acetamide